(3S,4r,5R)-1-((1-(3-fluorophenyl)piperidin-4-yl)methyl)piperidine-3,4,5-triol FC=1C=C(C=CC1)N1CCC(CC1)CN1C[C@@H](C([C@@H](C1)O)O)O